N[C@H](C(=O)O)CC1=CC=C(C=C1)C(=O)SC(C)C (2S)-2-Amino-3-{4-[(propan-2-ylsulfanyl)carbonyl]phenyl}propionic acid